2,2'-(1-(pyridin-2-yl)propane-1,2-diyl)bis(N-ethylhydrazine-1-thiocarboxamide) N1=C(C=CC=C1)C(C(C)NNC(NCC)=S)NNC(NCC)=S